tert-Butyl 4-(3-chloro-1-oxido-1,2,4-benzotriazin-1-ium-7-yl)-3,6-dihydro-2H-pyridine-1-carboxylate ClC=1N=[N+](C2=C(N1)C=CC(=C2)C=2CCN(CC2)C(=O)OC(C)(C)C)[O-]